BrC1=C(C=CC=C1)C1(CC2(CN(C2)C(=O)OC(C)(C)C)C1)C(=O)OC 2-(tert-butyl) 6-methyl 6-(2-bromophenyl)-2-azaspiro[3.3]heptane-2,6-dicarboxylate